C1(CCCC1)NC1=CC=C(C=C1)[C@H]1N(C[C@H](C[C@H]1C(=O)NC1=CC(=C(C=C1)C)C(F)(F)F)C(F)(F)F)C(C1=C(C=CC=C1F)F)=O (2S,3r,5s)-2-(4-(cyclopentylamino)phenyl)-1-(2,6-difluorobenzoyl)-N-(4-methyl-3-(trifluoromethyl)phenyl)-5-(trifluoromethyl)piperidine-3-carboxamide